5-(o-methylphenyl)-4H-1,2,4-triazol-3-amine CC1=C(C=CC=C1)C=1NC(=NN1)N